BrC1=CC=C2C(=N1)N(C(=C2)C2=NC1=C(N2C)C=C(C(=C1)C(=O)OC)C)CC1CC1 methyl 2-(6-bromo-1-(cyclopropylmethyl)-1H-pyrrolo[2,3-b]pyridin-2-yl)-1,6-dimethyl-1H-benzo[d]imidazole-5-carboxylate